C(C)(C)(C)OC(=O)N1CC(C1)C(C=O)C#N 3-(1-cyano-2-oxoethyl)azetidine-1-carboxylic acid tert-butyl ester